OCC1CC(CC1)O 3-(hydroxymethyl)cyclopentanol